azodicarbonic acid dicarbonate C(=O)(O)OC(=O)O.N(=NOC(O)=O)OC(O)=O